[4-(azetidin-3-yl)phenyl]-2-[1H-benzimidazol-2-yl-[5-fluoro-2-(methoxymethoxy)-phenyl]methyl]isoindolin-1-one N1CC(C1)C1=CC=C(C=C1)C1N(C(C2=CC=CC=C12)=O)C(C1=C(C=CC(=C1)F)OCOC)C1=NC2=C(N1)C=CC=C2